(3R)-1-methylazepan CN1CCCCCC1